C(C)(C)(C)OC(=O)N1CCN(CC1)C1=NC=NC2=CC(=C(C=C12)Cl)C1=NC(=CC=C1OC(F)(F)F)NC(C)=O 4-[6-chloro-7-[6-acetamido-3-(trifluoromethoxy)pyridin-2-yl]quinazolin-4-yl]piperazine-1-carboxylic acid tert-butyl ester